BrC=1N=C(SC1)CC(=O)OCC Ethyl 2-(4-bromothiazol-2-yl)acetate